3,6-di(azetidin-1-yl)-10-nonylacridin-10-ium iodide [I-].N1(CCC1)C=1C=CC2=CC3=CC=C(C=C3[N+](=C2C1)CCCCCCCCC)N1CCC1